9-Hydroxy-12-(6-methoxypyridin-3-yl)-5-methyl-4-thia-2,12-diazatricyclo[7.3.0.03,7]dodeca-1,3(7),5-trien-8-one OC12C(C=3C=C(SC3N=C2N(CC1)C=1C=NC(=CC1)OC)C)=O